6-(2-chloro-3,5-dimethoxyphenyl)-2-((4-(4-ethylpiperazin-1-yl)phenyl)amino)-[1,2,4]triazolo[4',3':1,6]pyrido[2,3-d]pyrimidin-9(8H)-one ClC1=C(C=C(C=C1OC)OC)C1=CC2=C(N=C(N=C2)NC2=CC=C(C=C2)N2CCN(CC2)CC)N2C1=NNC2=O